O=C1NC(CCC1N1C(N(C2=C1C=CC=C2N2CCC(CC2)N(CCN2N=C1C=C(C(=CC1=C2)NC(=O)C2=NC(=CC=C2)C(F)(F)F)F)C)C)=O)=O N-[2-[2-[[1-[1-(2,6-dioxo-3-piperidyl)-3-methyl-2-oxo-benzoimidazol-4-yl]-4-piperidyl]-methyl-amino]ethyl]-6-fluoro-indazol-5-yl]-6-(trifluoromethyl)pyridine-2-carboxamide